CC1(CN(CC(N1)C=1C(=C2COC(C2=CC1)=O)C)CC1=NN(N=C1)C1=NC=C(C#N)C(=C1)OC)C 6-(4-((3,3-dimethyl-5-(4-methyl-1-oxo-1,3-dihydroisobenzofuran-5-yl)piperazin-1-yl)methyl)-2H-1,2,3-triazol-2-yl)-4-methoxynicotinonitrile